1,3-difluoro-1,3-diazacyclobutane-2,4-dione FN1C(N(C1=O)F)=O